1-(4-(chloromethyl)pyridin-2-yl)-3-cyclopropylurea ClCC1=CC(=NC=C1)NC(=O)NC1CC1